(S)-N-(1-amino-3-(3-fluorophenyl)propan-2-yl)-2-methyl-5-(5-methyl-7-oxo-5,6,7,8-tetrahydronaphthyridin-4-yl)thiophene-3-carboxamide NCC(CC1=CC(=CC=C1)F)NC(=O)C1=C(SC(=C1)C1=CC=NC=2NC(C[C@@H](C12)C)=O)C